CNC1=NC=C2C#CC=3N=CC=C(CN4CCC[C@H]4COC=4C=CC=C(NC=5N=CC1=C2C5)N4)C3 (10S)-N-methyl-8-oxa-2,14,19,25,29,33-hexazahexacyclo[21.6.2.13,7.116,20.010,14.027,31]tritriaconta-1(30),3,5,7(33),16,18,20(32),23,25,27(31),28-undecaen-21-yn-26-amine